C(=O)(OCC1=CC=CC=C1)C([C@](N([2H])[2H])(C(=O)O)[2H])CCCN CBZ-L-lysine-d3